6-(2-hydroxy-2-methylpropoxy)-4-(6-(6-((6-methoxy-5-methylpyridin-3-yl)methyl)-3,6-diazabicyclo[3.1.1]heptan-3-yl)pyridin-3-yl)pyrazolo[1,5-a]pyridine-3-carbonitrile OC(COC=1C=C(C=2N(C1)N=CC2C#N)C=2C=NC(=CC2)N2CC1N(C(C2)C1)CC=1C=NC(=C(C1)C)OC)(C)C